1-(2-Methyl-6,8-dihydro-1,4,7,8b-tetraaza-as-indacen-7-yl)-2-[1-(2-trifluoromethyl-pyridin-4-yl)-azetidin-3-yl]-ethanone CC1=NN2C=3CN(CC3C=NC2=C1)C(CC1CN(C1)C1=CC(=NC=C1)C(F)(F)F)=O